C(#N)[C@@H](C(=O)N[C@H](C(=O)OC(C)C)CCC(C=[N+]=[N-])=O)OC isopropyl (S)-2-((S)-2-cyano-2-methoxyacetamido)-6-diazo-5-oxohexanoate